ethylene glycol bisacrylate C(C=C)(=O)OCCOC(C=C)=O